7-Chloro-8-methoxy-N-methyl-N-(2,2,6,6-tetramethyl-piperidin-4-yl)-5H-isochromeno[3,4-d]thiazol-2-amine ClC=1C(=CC2=C(C1)COC=1N=C(SC12)N(C1CC(NC(C1)(C)C)(C)C)C)OC